(propane-2,2-diylbis(tetrahydrofuran-5,2-diyl))dimethanamine CC(C)(C1CCC(O1)CN)C1CCC(O1)CN